(Z)-but-2-enedioic acid dibutyl ester C(CCC)OC(\C=C/C(=O)OCCCC)=O